5-(1-(3,5-dichloropyridin-4-yl)ethoxy)-3-iodo-6-methoxy-1H-indazole ClC=1C=NC=C(C1C(C)OC=1C=C2C(=NNC2=CC1OC)I)Cl